6-chloro-2-((2-(trimethylsilyl)ethoxy)methyl)pyridazin-3(2H)-one ClC=1C=CC(N(N1)COCC[Si](C)(C)C)=O